C1(CCC1)CC(C(NC1=CC=C2C(=C1)NC(C21CCOCC1)=O)=O)NC(=O)C=1N(N=CC1)C N-{3-Cyclobutyl-1-oxo-1-[(2-oxospiro[1H-indole-3,4'-oxane]-6-yl)amino]propan-2-yl}-2-methylpyrazole-3-carboxamide